5-fluoro-4-(7-fluoro-3,4-dihydro-2H-1,3-benzoxazin-8-yl)-2-morpholin-4-ylbenzoic acid methyl ester hydrochloride Cl.COC(C1=C(C=C(C(=C1)F)C1=C(C=CC=2CNCOC21)F)N2CCOCC2)=O